diboron pentadiene C=CC=CC.[B].[B]